N-(4-methylphenyl)-3-nitropyridine-2-amine CC1=CC=C(C=C1)NC1=NC=CC=C1[N+](=O)[O-]